3-amino-1,8-bis(pent-4-en-1-yloxy)anthracene-9,10-dione NC=1C=C(C=2C(C3=C(C=CC=C3C(C2C1)=O)OCCCC=C)=O)OCCCC=C